C(#N)C=1C=CC(=C2N=CC=NC12)N1C[C@@H](C[C@@H](C1)C)NC(CC1CN(CC1)C)=O N-[(3R,5S)-1-(8-cyanoquinoxalin-5-yl)-5-methylpiperidin-3-yl]-2-(1-methylpyrrolidin-3-yl)acetamide